ClC1=NC(=CC(=N1)N1CCN(CC1)C(C)C1=CC=C(C=C1)F)C 2-chloro-4-[4-[1-(4-fluorophenyl)ethyl]piperazin-1-yl]-6-methyl-pyrimidine